COC=1C(=C2C(=CC(=NC2=CC1)NC1=CC=C(C=C1)OC)C(F)(F)F)[N+](=O)[O-] 6-methoxy-5-nitro-N-(4-methoxyphenyl)-4-trifluoromethylquinolin-2-amine